3-[1-(3-chloro-propyl)-piperidin-4-yl]-benzo[d]isoxazole ClCCCN1CCC(CC1)C1=NOC2=C1C=CC=C2